1-(3,5-Difluoropyridin-2-yl)-8-(1,3-dimethyl-1H-pyrazol-4-yl)-7-methoxy-3-methyl-1,3-dihydroimidazo[4,5-c]quinolin-2-one FC=1C(=NC=C(C1)F)N1C(N(C=2C=NC=3C=C(C(=CC3C21)C=2C(=NN(C2)C)C)OC)C)=O